C1(CC1)COC(N(C1=NC=C(N=C1)C=1C=NC(=NC1)OC)[C@@H]1CC[C@H](CC1)NC1=NC=C(C(=N1)C1=NNC=C1Cl)C#N)=O cyclopropylmethyl(trans-4-((4-(4-chloro-1H-pyrazol-3-yl)-5-cyanopyrimidin-2-yl)amino)cyclohexyl)(5-(2-methoxypyrimidin-5-yl)pyrazin-2-yl)carbamate